C(C)(C)C1=C(C=C(C=C1)OC)NC(=S)NN=CC1=CC=C(C=C1)N1N=C(C2=C1CCOC2)C(=O)OC methyl 1-[4-[[(2-isopropyl-5-methoxy-phenyl)carbamothioylhydrazono]methyl]phenyl]-6,7-dihydro-4H-pyrano[4,3-c]pyrazole-3-carboxylate